(S)-N-[(R)-(5-chloro-2-hydroxy-4-methylphenyl)[1-(6-oxo-1H-pyridine-3-carbonyl)piperidin-4-yl]methyl]-2-methylpropane-2-sulfinamide ClC=1C(=CC(=C(C1)[C@H](N[S@@](=O)C(C)(C)C)C1CCN(CC1)C(=O)C1=CNC(C=C1)=O)O)C